tert-butyl 3-(5-(4-(trifluoromethyl)phenoxy)-3,4-dihydroisoquinolin-2(1H)-yl)pyrrolidine-1-carboxylate FC(C1=CC=C(OC2=C3CCN(CC3=CC=C2)C2CN(CC2)C(=O)OC(C)(C)C)C=C1)(F)F